(S)-N-(2,6-dioxopiperidin-3-yl)-5-(4-formylpiperidin-1-yl)pyridinecarboxamide O=C1NC(CC[C@@H]1NC(=O)C1=NC=C(C=C1)N1CCC(CC1)C=O)=O